(di-n-hexylaminomethyl)triazole Sodium [Na].C(CCCCC)N(CCCCCC)CC=1N=NNC1